ClC1=CC=C(C(=N1)C(=O)OC)N[C@H](C)C1=C2N=C(C(=NC2=CC(=C1)C)C#N)N1CCC(CC1)(F)F methyl (R)-6-chloro-3-((1-(2-cyano-3-(4,4-difluoropiperidin-1-yl)-7-methylquinoxalin-5-yl)ethyl)amino)picolinate